4-(5,6-Dimethoxypyridazin-3-yl)cyclohexane-1-carbaldehyde COC=1C=C(N=NC1OC)C1CCC(CC1)C=O